BrC1=CC(=C(C(=O)NC=2C=C3C(=NN(C3=CC2)C)N2CCC(CC2)(F)F)C=C1)N1CCC2(CC2)CC1 4-Bromo-N-(3-(4,4-difluoropiperidin-1-yl)-1-methyl-1H-indazol-5-yl)-2-(6-azaspiro[2.5]oct-6-yl)benzamide